CC=1C=CC(=C(C=O)C1)NN1C=CC2=CC(=CC=C12)C 5-methyl-2-((5-methyl-1H-indolyl)amino)benzaldehyde